morphine 2,4,5-trifluorophenylacetate FC1=C(C=C(C(=C1)F)F)CC(=O)O.C1=CC(O)=C2C=3[C@@]45[C@@H](O2)[C@@H](O)C=C[C@H]4[C@@H](CC13)N(C)CC5